O1CCC(=CC1)C1=C(C=C(C=C1)[N+](=O)[O-])C=1N=NN(N1)C(C1=CC=CC=C1)(C1=CC=CC=C1)C1=CC=CC=C1 5-(2-(3,6-dihydro-2H-pyran-4-yl)-5-nitrophenyl)-2-trityl-2H-tetrazole